FC1=C(C=CC(=C1)C(F)(F)F)SCC1=CC=CC(=N1)C1CCN(CC1)CC1=NC2=C(N1C[C@H]1OCC1)C=C(C=C2)C(=O)OC methyl (S)-2-((4-(6-(((2-fluoro-4-(trifluoromethyl) phenyl) thio) methyl) pyridin-2-yl) piperidin-1-yl) methyl)-1-(oxetan-2-ylmethyl)-1H-benzo[d]imidazole-6-carboxylate